tert-Butyl N-[4-[(6-bromo-8-isopropyl-7-oxo-pteridin-2-yl)amino]cyclohexyl]carbamate BrC1=NC=2C=NC(=NC2N(C1=O)C(C)C)NC1CCC(CC1)NC(OC(C)(C)C)=O